COC(C1CCN(CC1)C1=CC=C(C=C1)[C@H]1[C@@]2(CCC3=CC(=CC=C13)O)CCC1=CC=CC=C12)OC (1S,1'S)-1'-(4-(4-(dimethoxymethyl)piperidin-1-yl)phenyl)-2,3,3',4'-tetrahydro-1'H-spiro[indene-1,2'-naphthalen]-6'-ol